2-((3-fluoro-2-((S)-2-carbonyl-4-(trifluoromethyl)oxazolidin-3-yl)-5,6-dihydrobenzo[f]imidazo[1,2-d][1,4]oxazepin-9-yl)amino)propanamide FC1=C(N=C2N1CCOC1=C2C=CC(=C1)NC(C(=O)N)C)N1C(OC[C@H]1C(F)(F)F)=C=O